FC1=CC=C(C=C1)NC(=O)C1(CC1)C(=O)NC1=CC=C(C=C1)OC1=CC=NC2=CC(=CC=C12)C=1C=NC(=CC1)O 1-N'-(4-Fluorophenyl)-1-N-[4-[7-(6-hydroxypyridin-3-yl)quinolin-4-yl]oxyphenyl]cyclopropane-1,1-dicarboxamide